N-[(1S)-2-[2-[[5-[(Z)-(5-fluoro-2-oxo-indol-3-ylidene)methyl]-4-methyl-1H-pyrrole-3-carbonyl]amino]ethylamino]-1-methyl-2-oxo-ethyl]-N-methyl-carbamic acid tert-butyl ester C(C)(C)(C)OC(N(C)[C@H](C(=O)NCCNC(=O)C1=CNC(=C1C)\C=C\1/C(NC2=CC=C(C=C12)F)=O)C)=O